C=1N=CN2C1C(=CC=C2)C2=NC=C(C=N2)NC2=C(C=CC=C2[N+](=O)[O-])C 2-imidazo[1,5-a]pyridin-8-yl-N-(2-methyl-6-nitro-phenyl)pyrimidin-5-amine